2-(2-methoxy-4-nitrophenyl)-3-(4-nitrophenyl)-5-(2,4-di-sulfophenyl)-2H-tetrazolium, monosodium salt [Na+].COC1=C(C=CC(=C1)[N+](=O)[O-])N1[NH2+]C(=NN1C1=CC=C(C=C1)[N+](=O)[O-])C1=C(C=C(C=C1)S(=O)(=O)O)S(=O)(=O)O